(8S,9S,10S)-N-(3-fluorophenyl)-10-(hydroxymethyl)-9-(4-((4-methoxyphenyl)ethynyl)phenyl)-1,6-diazabicyclo[6.2.0]decane-6-carboxamide FC=1C=C(C=CC1)NC(=O)N1CCCCN2[C@@H]([C@H]([C@H]2C1)C1=CC=C(C=C1)C#CC1=CC=C(C=C1)OC)CO